O=C1N(CCC1)C1=CC=C(C=C1)C=1C=NC(=NC1)NC1=CC2=C(OC[C@H]3N2C(C2(C3)CC2)=O)N=C1 (S)-2'-((5-(4-(2-oxopyrrolidin-1-yl)phenyl)pyrimidin-2-yl)amino)-6a',7'-dihydro-6'H,9'H-spiro[cyclopropane-1,8'-pyrido[2,3-b]pyrrolo[1,2-d][1,4]oxazin]-9'-one